2-[7-amino-6-[2-[3-(4-piperidyloxy)cyclobutyl]ethynyl]imidazo[1,2-a]pyrimidin-2-yl]phenol NC1=NC=2N(C=C1C#CC1CC(C1)OC1CCNCC1)C=C(N2)C2=C(C=CC=C2)O